N-(4-(quinolin-3-yl)pyrimidin-2-yl)ethane-1,2-diamine N1=CC(=CC2=CC=CC=C12)C1=NC(=NC=C1)NCCN